(R)-(1-(3-(3-(2-cyano-3-(dimethylamino)-3-oxoprop-1-en-1-yl)-2-fluorophenoxy)propaneAmido)-2-phenylethyl)boronic acid C(#N)C(=CC=1C(=C(OCCC(=O)N[C@@H](CC2=CC=CC=C2)B(O)O)C=CC1)F)C(=O)N(C)C